1-{1-[2-Methyl-6-(2,2,2-trifluoro-ethoxy)-pyrimidin-4-yl]-ethyl}-3-spiro[2.3]hex-5-yl-urea CC1=NC(=CC(=N1)C(C)NC(=O)NC1CC2(CC2)C1)OCC(F)(F)F